4-(4-(4-oxopent-2-enoyl)piperazin-1-yl)quinazoline O=C(C=CC(=O)N1CCN(CC1)C1=NC=NC2=CC=CC=C12)C